ethyl (2R,3R)-1-benzhydryl-3-(oxetan-3-yl)aziridine-2-carboxylate C(C1=CC=CC=C1)(C1=CC=CC=C1)N1[C@H]([C@H]1C1COC1)C(=O)OCC